alanyl-(gamma-glutamyl)-alanyl-glutamine N[C@@H](C)C(=O)N([C@@H](C)C(=O)N[C@@H](CCC(N)=O)C(=O)O)C(CC[C@H](N)C(=O)O)=O